1-(3-(chloromethyl)benzyl)pyrrolidine ClCC=1C=C(CN2CCCC2)C=CC1